ClC1=C(N(C=2N=C(N=CC21)SC)CC2=CC=C(C=C2)OC)C=O 5-chloro-7-(4-methoxybenzyl)-2-(methylthio)-7H-pyrrolo[2,3-d]pyrimidine-6-formaldehyde